C(C=1C(C(=O)OCCCCCCCC(C)C)=CC(C(=O)OCCCCCCCC(C)C)=CC1)(=O)OCCCCCCCC(C)C tri-i-decyl trimellitate